C(C)(C)(C)OC(=O)N1C[C@@H](NCC1)CF.BrC1=C(C=C(C=C1)OC)B(O)O 2-bromo-5-methoxybenzeneboronic acid tert-butyl-(R)-3-(fluoromethyl)piperazine-1-carboxylate